5-(((4-(3-chloro-4-(2-chloro-3-((3-fluoro-4-(((2-hydroxypropyl)amino)methyl)pyridin-2-yl)amino)phenyl)pyridin-2-yl)-2-methoxybenzyl)amino)methyl)pyrrolidin-2-one ClC=1C(=NC=CC1C1=C(C(=CC=C1)NC1=NC=CC(=C1F)CNCC(C)O)Cl)C1=CC(=C(CNCC2CCC(N2)=O)C=C1)OC